C(#N)C1=CC(=NC(=C1)C1=CC=C(C=C1)F)OC1[C@@H]2CN(C[C@H]12)C(=O)OC(C)(C)C tert-butyl (1R,5S,6s)-6-((4-cyano-6-(4-fluorophenyl)pyridin-2-yl)oxy)-3-azabicyclo[3.1.0]hexane-3-carboxylate